N-(oxan-4-yl)-3-[(6-phenylpyridazin-3-yl)amino]benzamide O1CCC(CC1)NC(C1=CC(=CC=C1)NC=1N=NC(=CC1)C1=CC=CC=C1)=O